O=C1NC(CCC1N1C(C2=CC=CC(=C2C1)CCCC1=C(C(=NC=C1)N1CCNCC1)C(=O)NC1C(C(C1(C)C)OC1=CC(=C(C=C1)C#N)Cl)(C)C)=O)=O 3-[2-(2,6-dioxopiperidin-3-yl)-1-oxo-2,3-dihydro-1H-isoindol-4-yl]propyl(piperazin-1-yl)-N-[(1r,3r)-3-(3-chloro-4-cyanophenoxy)-2,2,4,4-tetramethylcyclobutyl]pyridine-3-carboxamide